ClC=1C=C(C=CC1C(=O)OC)C1=CCC=NC1 5-(3-chloro-4-(methoxycarbonyl)phenyl)-3,6-dihydropyridine